FC(O[C@](C(=O)O)(C(F)(F)F)C)F (R)-2-(difluoromethoxy)-3,3,3-trifluoro-2-methylpropanoic acid